3-(4-diethylamino-2-ethoxyphenyl)-3-(1-ethyl-2-methylindol-3-yl)phthalide C(C)N(C1=CC(=C(C=C1)C1(OC(=O)C2=CC=CC=C12)C1=C(N(C2=CC=CC=C12)CC)C)OCC)CC